tri(n-butyl)ammonium tetrakis(perfluoronaphthyl)borate tert-butyl-3-cyano-3-((4-methoxybenzyl)amino)pyrrolidine-1-carboxylate C(C)(C)(C)OC(=O)N1CC(CC1)(NCC1=CC=C(C=C1)OC)C#N.FC1=C(C2=C(C(=C(C(=C2C(=C1F)F)F)F)F)F)[B-](C1=C(C(=C(C2=C(C(=C(C(=C12)F)F)F)F)F)F)F)(C1=C(C(=C(C2=C(C(=C(C(=C12)F)F)F)F)F)F)F)C1=C(C(=C(C2=C(C(=C(C(=C12)F)F)F)F)F)F)F.C(CCC)[NH+](CCCC)CCCC